COC=1C=2N(C=NC1OC)N=CC2C(=O)OC Methyl 4,5-dimethoxypyrazolo[1,5-c]pyrimidine-3-carboxylate